FC1=C(C(=CC(=C1)OC1=CC2=C(N(N=N2)C)C=C1)F)NC1=NC=NC2=C1N=C(N=C2)N2CCN(CC2)C(C=C)=O 1-(4-(8-((2,6-difluoro-4-((1-methyl-1H-benzo[d][1,2,3]triazol-5-yl)oxy)phenyl)amino)pyrimido[5,4-d]pyrimidin-2-yl)piperazin-1-yl)prop-2-en-1-one